C(CCC=C)[Mg]Br pent-4-en-1-ylmagnesium bromide